monoglycerol phosphate P(=O)(O)(O)OCC(O)CO